3-{3-[1-(piperazin-1-ylmethyl)-2,3-dihydro-1H-inden-5-yl]-5-(pyrazol-1-yl)imidazo[4,5-b]pyridin-2-yl}pyridin-2-amine N1(CCNCC1)CC1CCC2=CC(=CC=C12)N1C(=NC=2C1=NC(=CC2)N2N=CC=C2)C=2C(=NC=CC2)N